(R)-ethyl 2-acetoxy-3-(5-bromo-2-hydroxyphenyl)propanoate C(C)(=O)O[C@@H](C(=O)OCC)CC1=C(C=CC(=C1)Br)O